COC(C(CCCCC)(CCCCC)N1C(CCC2=CC=C(C=C12)CCN1CCN(CC1)C1=CC(=CC2=C1C=CS2)F)=O)=O (7-(2-(4-(6-fluorobenzothiophen-4-yl)piperazin-1-yl)ethyl)-2-oxo-3,4-dihydroquinolin-1(2H)-yl)-2-pentylheptanoic acid methyl ester